BrC1=C(C=CC=C1)C=1C(=CC=CC1)C=O 2'-bromo-[1,1'-biphenyl]-2-carbaldehyde